2-(5-methylthiophen-2-yl)-5-(1H-pyrazol-4-yl)aniline ethyl-2-[4-[3-(4-bromo-3-methyl-phenoxy)propyl]-1-piperidyl]acetate C(C)OC(CN1CCC(CC1)CCCOC1=CC(=C(C=C1)Br)C)=O.CC1=CC=C(S1)C1=C(N)C=C(C=C1)C=1C=NNC1